6,6-dideuterio-6-hydroxy-hexanoic acid [2H]C(CCCCC(=O)O)(O)[2H]